FC(C=1C(=NC(=NC1)NC=1C(=NN(C1)C1CCN(CC1)C)C)NCCCN1C(CN(CCC1)C)=O)F 1-(3-((5-(difluoromethyl)-2-((3-methyl-1-(1-methylpiperidin-4-yl)-1H-pyrazol-4-yl)amino)pyrimidin-4-yl)amino)propyl)-4-methyl-1,4-diazepan-2-one